C(C)N(C1CCN(CC1)CC1CCN(CC1)C1=CC=NC2=CC=CC=C12)CC N,N-diethyl-1-((1-(quinolin-4-yl)piperidin-4-yl)methyl)piperidin-4-amine